3-(4-fluorophenyl)-5-hydroxy-7-methoxy-8-(1-methyl-1,2,3,6-tetrahydropyridin-4-yl)-4H-chromen-4-one FC1=CC=C(C=C1)C1=COC2=C(C(=CC(=C2C1=O)O)OC)C=1CCN(CC1)C